NC1=C(C(=C(C=C1)C1=C(C=2N=CN=C(C2N1C1=CC(=C(C=C1)OC1=NC=CC(=N1)C)F)N)Br)C)F 6-(4-amino-3-fluoro-2-methylphenyl)-7-bromo-5-(3-fluoro-4-((4-methylpyrimidin-2-yl)oxy)phenyl)-5H-pyrrolo[3,2-d]pyrimidin-4-amine